C1N(CCC2=CC=CC=C12)[C@H]1[C@@H](CN(CC1)C(=O)C1=CC(=NC(=N1)C=C)NC1CCN(CC1)C(C)=O)O 1-(4-((6-((3R,4R)-4-(3,4-dihydroisoquinolin-2(1H)-yl)-3-hydroxypiperidine-1-carbonyl)-2-vinylpyrimidin-4-yl)amino)piperidin-1-yl)ethan-1-one